O=C([C@H](O)[C@@H](O)[C@H](O)CO)O.O=C([C@H](O)[C@@H](O)[C@H](O)CO)O xylonic acid (xylonate)